3-(1-cyclopropyl-1H-pyrazol-4-yl)-5-(2,3-dimethylphenyl)-6-methoxy-1H-pyrazolo[4,3-b]pyridine C1(CC1)N1N=CC(=C1)C1=NNC=2C1=NC(=C(C2)OC)C2=C(C(=CC=C2)C)C